5-[4-[[5-[[1-(6-amino-3-pyridinyl)-4-piperidinyl]methyl]-3,4-dihydro-1H-isoquinolin-2-yl]methyl]-3-chloro-5-methoxy-phenyl]-1,3,4-trimethyl-pyridin-2-one NC1=CC=C(C=N1)N1CCC(CC1)CC1=C2CCN(CC2=CC=C1)CC1=C(C=C(C=C1OC)C=1C(=C(C(N(C1)C)=O)C)C)Cl